N-hydroxy-3-[(2-methylphenyl)sulfanyl]pyridine-4-carboximidamide ONC(=N)C1=C(C=NC=C1)SC1=C(C=CC=C1)C